C(CCC)C1=C(C=CC=2C3=CC=C(C=C3C3(C4=CC=CC=C4C4=CC=CC=C43)C12)B(O)O)B(O)O butyl-spiro-9,9'-bifluorene-2,7-bisboronic acid